(R)-5-methyl-epsilon-caprolactone C[C@@H]1CCCC(=O)OC1